[NH+]12CCCN=C2NCCC1 1,5,7-triazabicyclo[4.4.0]deca-5-enium